C1(C=CC=C1)[Zr]C1C=CC2=C(C=CC(=C12)C)C cyclopentadienyl(4,7-dimethylindenyl)zirconium